C(CCCC=C)B(O)O 5-hexeneboronic acid